C(C)(C)(C)[S@@](=O)N[C@@H]1CS(CC12CCN(CC2)C(=O)OC(C)(C)C)(=O)=O tert-butyl (S)-4-(((R)-tert-butylsulfinyl) amino)-2-thia-8-azaspiro[4.5]decan-8-carboxylate 2,2-dioxide